[2-(2,6-dioxopiperidin-3-yl)-4-methoxy-3-oxo-2,3-dihydro-1H-isoindol-5-yl]methyl N-[4-(4-fluoro-3-methylphenoxy)-2-methoxyphenyl]carbamate FC1=C(C=C(OC2=CC(=C(C=C2)NC(OCC=2C(=C3C(N(CC3=CC2)C2C(NC(CC2)=O)=O)=O)OC)=O)OC)C=C1)C